FC1=CC=C(C=C1)N1N=C(C=C1SC)C(=O)O 1-(4-fluorophenyl)-5-(methylthio)-1H-pyrazole-3-carboxylic acid